F[B-](F)(F)F.CN1CN(C=C1)CCCCCCCC 1-methyl-3-octylimidazole tetrafluoroborate salt